(4-(3-(nitrooxy)-1-(2-phenyl-1H-indol-3-yl)propyl)phenyl)boronic acid [N+](=O)([O-])OCCC(C1=C(NC2=CC=CC=C12)C1=CC=CC=C1)C1=CC=C(C=C1)B(O)O